3-(4-Fluorophenyl)-N-[4-[(6-methoxy-1,5-naphthyridin-4-yl)oxy]phenyl]-2,4-dioxo-1H-pyrimidine-5-carboxamide FC1=CC=C(C=C1)N1C(NC=C(C1=O)C(=O)NC1=CC=C(C=C1)OC1=CC=NC2=CC=C(N=C12)OC)=O